4'-chloro-3'-((S)-1-((5-oxo-5,8-dihydropyrido[2,3-d]pyrimidin-4-yl)amino)ethyl)-2'-phenyl-3,4,4a,5,6,7,8,8a-octahydro-1H-[2,8'-biisoquinolin]-1'(2'H)-one ClC1=C(N(C(C2=C(C=CC=C12)N1CC2CCCCC2CC1)=O)C1=CC=CC=C1)[C@H](C)NC=1C2=C(N=CN1)NC=CC2=O